N1C=NC2=C1C=CC(=C2)NC(=O)C2(CC2)F N-(1H-benzimidazol-5-yl)-1-fluoro-cyclopropanecarboxamide